C(C)(C)OC1=NN(C=C1[N+](=O)[O-])[C@H](C#N)C (S)-2-(3-isopropoxy-4-nitro-1H-pyrazol-1-yl)propionitrile